benzogermole [GeH2]1C=CC2=C1C=CC=C2